Methyl (S)-4-(1-(6-(trifluoromethyl)-1-(3-(trifluoromethyl)benzyl)-2,3-dihydro-1H-imidazo[1,2-b]pyrazole-7-carboxamido)ethyl)benzoate FC(C=1C(=C2N(N1)CCN2CC2=CC(=CC=C2)C(F)(F)F)C(=O)N[C@@H](C)C2=CC=C(C(=O)OC)C=C2)(F)F